diethyl (5'-methyl-4-pentyl-2'-(prop-1-en-2-yl)-[1,1'-biphenyl]-2,6-diyl) bis(phenylphosphonate) C1(=CC=CC=C1)P(OCC)(OC1=C(C(=CC(=C1)CCCCC)OP(OCC)(=O)C1=CC=CC=C1)C1=C(C=CC(=C1)C)C(=C)C)=O